C(C)(=O)NC1=CC=C(C=C1)NC(=O)C=1C=C(C=NC1N)C1=CC=NC=C1 N-(4-acetamidophenyl)-6-amino-[3,4'-bipyridine]-5-carboxamide